Methyl 2-(2,6-difluoro-3-nitrophenyl)acetate FC1=C(C(=CC=C1[N+](=O)[O-])F)CC(=O)OC